CC1=C2C(=CC(=NC2=C(C=C1)C)C=1OC2=C(C1NC(=O)OC1=CC=CC=C1)C=CC=C2)C(=O)O 5,8-dimethyl-2-[3-[(phenoxycarbonyl)amino]-1-benzofuran-2-yl]quinoline-4-carboxylic acid